N-[[1-[6-cyano-4-[6-(difluoromethyl)imidazo[1,2-b]pyridazin-3-yl]-2-pyridinyl]-3-piperidinyl]methyl]methanesulfonamide C(#N)C1=CC(=CC(=N1)N1CC(CCC1)CNS(=O)(=O)C)C1=CN=C2N1N=C(C=C2)C(F)F